1-[3-(1-hydroxyethyl)-6-[5-[(6-methyl-3-pyridinyl)amino]benzimidazol-1-yl]-2-pyridinyl]-5-methyl-pyrazole-3-carbonitrile OC(C)C=1C(=NC(=CC1)N1C=NC2=C1C=CC(=C2)NC=2C=NC(=CC2)C)N2N=C(C=C2C)C#N